COC1=CC=C(C=C1)C1=NC(=NS1)NC 5-(4-methoxyphenyl)-N-methyl-1,2,4-thiadiazole-3-amine